4-(4-(butylsulfonamido)phenyl)-1H-pyrrolo[2,3-b]pyridin C(CCC)S(=O)(=O)NC1=CC=C(C=C1)C1=C2C(=NC=C1)NC=C2